ClC1=C(C=C(CNC(CCC)=O)C=C1)C=1NC(C=C(N1)C=1C=NC(=CC1)OCCOCC)=O N-(4-chloro-3-{4-[6-(2-ethoxyethoxy)pyridin-3-yl]-6-oxo-1,6-dihydropyrimidin-2-yl}benzyl)butanamide